CC1=C(C=NN1CCO)C=1SC(=CN1)C1=NC(=NC=C1C(F)(F)F)NC1CCN(CC1)S(=O)(=O)C 2-[5-methyl-4-[5-[2-[(1-methylsulfonyl-piperidin-4-yl)amino]-5-(trifluoromethyl)pyrimidin-4-yl]-1,3-thiazol-2-yl]pyrazol-1-yl]ethanol